COCCN1N=C(C(=C1)NC(=O)C1=CC=C(O1)C=1C=NN(C1)C(=O)OC(C)(C)C)C1=NC=CC=C1 2-methylpropan-2-yl 4-(5-((1-(2-methoxyethyl)-3-(pyridin-2-yl)-1H-pyrazol-4-yl)carbamoyl)furan-2-yl)-1H-pyrazole-1-carboxylate